3,3,13,13-tetramethoxy-6,6,8,10,10-pentamethyl-2,7,9,14-tetraoxa-3,6,8,10,13-pentasilapentadecan-8-ol CO[Si](OC)(CC[Si](O[Si](O[Si](CC[Si](OC)(OC)OC)(C)C)(O)C)(C)C)OC